B([O-])([O-])[O-].[O+2].[Ca+2].C(C)(C)(C)OC(=O)N[C@@H](CCC)C(=O)O tert-butoxycarbonyl-norvaline calcium oxygen borate